COCC1=CC=C(CCC2(CCCC=3C4=CC=CC=C4NC23)N)C=C1 (4-(methoxymethyl)phenethyl)-2,3,4,9-tetrahydro-1H-carbazol-1-amine